BrC1=NN2C(N=C(C=C2NCC2(CN(C2)C(=O)NC2CCC(CC2)O)C2=CC=C(C=C2)F)C(F)(F)F)=C1 3-(((2-bromo-5-(trifluoromethyl)pyrazolo[1,5-a]pyrimidin-7-yl)amino)methyl)-3-(4-fluorophenyl)-N-((1r,4r)-4-hydroxycyclohexyl)azetidine-1-carboxamide